1-(p-tolyl)-4-(trifluoromethyl)triazole C1(=CC=C(C=C1)N1N=NC(=C1)C(F)(F)F)C